CC(C)(CCC(C)(OOC(=O)C=1C=C(C=CC1)C)C)OOC(=O)C=1C=C(C=CC1)C 2,5-dimethyl-2,5-di(m-toluoyl-peroxy)hexane